NC1(CCN(CC1)C=1N=C2SC(=NN2C1CO)C=1C=C2C=CC(=CC2=CC1)C(=O)OCC)C ethyl 6-(6-(4-amino-4-methylpiperidin-1-yl)-5-(hydroxymethyl) imidazo[2,1-b][1,3,4]thiadiazol-2-yl)-2-naphthoate